SCC1=C(C(=C(C=C1)CS)CS)CS 1,2,3,4-tetramercaptomethylbenzene